C(C)OC(=O)C1N(C1C(F)(F)F)CC1=CC=C(C=C1)OC.COC1=CC=C(CN2[C@@H]([C@@H]2C(F)(F)F)C(=O)OCC)C=C1 ethyl (2S,3R)-1-(4-methoxybenzyl)-3-(trifluoromethyl)aziridine-2-carboxylate Ethyl-1-(4-methoxybenzyl)-3-(trifluoromethyl)aziridine-2-carboxylate